CC1=CC(=O)N(N1C)C2=CC=CC=C2.C1=CC=C(C(=C1)C(=O)O)O antipyrine salicylate